N-[4-methyl-5-({4-[(2S)-2-{[8-(trifluoromethyl)quinazolin-4-yl]amino}propyl]piperazin-1-yl}sulfonyl)-1,3-thiazol-2-yl]acetamide CC=1N=C(SC1S(=O)(=O)N1CCN(CC1)C[C@H](C)NC1=NC=NC2=C(C=CC=C12)C(F)(F)F)NC(C)=O